(5-(4-amino-5-(trifluoromethyl)pyrrolo[2,1-f][1,2,4]triazin-7-yl)-2-methoxypyridin-3-yl)(3-((4-fluorophenyl)(hydroxy)methyl)-3-hydroxypiperidin-1-yl)methanone NC1=NC=NN2C1=C(C=C2C=2C=C(C(=NC2)OC)C(=O)N2CC(CCC2)(O)C(O)C2=CC=C(C=C2)F)C(F)(F)F